[C@@H]12N(C[C@@H](NC1)C2)C(=O)NC2=NC(N(C=C2)C2=CC=C(CN1CCC(CC1)NC(OC(C)(C)C)=O)C=C2)=O tert-butyl (1-(4-(4-(cis-2,5-diazabicyclo[2.2.1]heptane-2-carboxamido)-2-oxopyrimidin-1(2H)-yl)benzyl)piperidin-4-yl)carbamate